FC1=CC=C(C=C1)[C@@H]1N(CCC2=CC=CC=C12)C(=O)NC1(CC(C1)NC(OCCCC)=O)C butyl ((cis)-3-((S)-1-(4-fluorophenyl)-1,2,3,4-tetrahydroisoquinoline-2-carboxamido)-3-methylcyclobutyl)carbamate